ClC=1C2C3=C(C4=CC=C(C=C4C(=C3C(C1)C2)OC(C)=O)C)OC(C=C)=O 2-chloro-6-methyl-9-acryloyloxy-10-acetoxy-1,4-dihydro-1,4-methanoanthracene